ClC1=C(C=2N=C(N=C(C2C=N1)N1CCOCC(C1)(O)C)OC[C@]12CCCN2C[C@@H](C1)F)F 4-(7-chloro-8-fluoro-2-(((2R,7aS)-2-fluorotetrahydro-1H-pyrrolizin-7a(5H)-yl)methoxy)pyrido[4,3-d]pyrimidin-4-yl)-6-methyl-1,4-oxazepan-6-ol